C1(CC1)C1=C(C=C(C=C1)[C@@H](NC(=O)[C@H]1N(C[C@@H](C1)F)C(CC1=NOC=C1)=O)C1=CC=CC=C1)F (2S,4R)-N-[(S)-(4-cyclopropyl-3-fluorophenyl)(phenyl)methyl]-4-fluoro-1-[2-(1,2-oxazol-3-yl)acetyl]pyrrolidine-2-carboxamide